NC1=NC=C(C(=N1)C(F)F)C1=NC(=NC(=N1)N1CCOCC1)N1CCN(CC1)CC1CN(C1)C(CCCC(C=C(C)C)=O)=O 1-(3-((4-(4-(2-amino-4-(difluoromethyl)pyrimidin-5-yl)-6-morpholino-1,3,5-triazin-2-yl)piperazin-1-yl)methyl)azetidin-1-yl)-7-methyloct-6-ene-1,5-dione